2-amino-1-hydroxy-5-methylbenzene NC1=C(C=C(C=C1)C)O